1-dimethylsulfamoyl-2-(tertbutyldimethylsilyl)imidazole CN(S(=O)(=O)N1C(=NC=C1)[Si](C)(C)C(C)(C)C)C